OC=1C=NC=2C=CC=C(C2C1)C=O 3-HYDROXYQUINOLINE-5-CARBOXALDEHYDE